C12CN(CC2C1)C=1SC(=C(N1)C)C(=O)N1CC2(CC1)CCOCC2 (2-(3-azabicyclo[3.1.0]hex-3-yl)-4-methylthiazol-5-yl)(8-oxa-2-azaspiro[4.5]dec-2-yl)methanone